5-(3,4-difluoro-2-hydroxyphenyl)-1-methyl-1H-indazole-3-carbaldehyde FC=1C(=C(C=CC1F)C=1C=C2C(=NN(C2=CC1)C)C=O)O